1-{6-[(S)-3-piperidyloxy]-2-pyridyl}-2-allyl-6-(1-methyl-1H-indazol-5-ylamino)-1,2-dihydro-3H-1,2,5,7-tetraazainden-3-one N1C[C@H](CCC1)OC1=CC=CC(=N1)N1N(C(C2=CN=C(N=C12)NC=1C=C2C=NN(C2=CC1)C)=O)CC=C